C(C)(C)(C)C1=C(C=CC=2C3=CC=CC=C3NC12)C(C(=O)NCC1=CC=C(C=C1)F)CC(=O)OC(C)(C)C tert-Butyl-2-(4-(tert-butoxy)-1-((4-fluorobenzyl)amino)-1,4-dioxobutane-2-yl)-9H-carbazole